CC1(C(C1)C#CC1=NC(=NC(=N1)N[C@@H](C(F)(F)F)C)N[C@@H](C(F)(F)F)C)C 6-((2,2-Dimethylcyclopropyl)ethynyl)-N2,N4-bis((R)-1,1,1-trifluoropropan-2-yl)-1,3,5-triazine-2,4-diamine